C(C)OC(=O)C1=C(NC(=C(C1)C(=O)O)C)C 2,6-dimethyl-1,4-dihydropyridine-3,5-dicarboxylic acid ethyl ester